nonyleneglycol diacrylate C(C=C)(=O)OCCCCCCCCCOC(C=C)=O